COC([C@H](CC(C)C)N1N=C(C(=C(C1=O)C)C)CCN1CCC1)=O (S)-2-(3-(2-(azetidin-1-yl)ethyl)-4,5-dimethyl-6-oxopyridazine-1(6H)-yl)-4-methylpentanoic acid methyl ester